FC=1C(=NC(=CC1)C=1C=NN(C1)[C@H](C(C)C)C1=CC=C(C=C1)F)C1=CC=2N(C=C1)N=C(N2)N |r| racemic-7-(3-fluoro-6-(1-(1-(4-fluorophenyl)-2-methylpropyl)-1H-pyrazol-4-yl)pyridin-2-yl)-[1,2,4]triazolo[1,5-a]pyridin-2-amine